(5-(2-chloro-4-(trifluoromethyl)phenyl)-1,2,4-oxadiazol-3-yl)methylamine ClC1=C(C=CC(=C1)C(F)(F)F)C1=NC(=NO1)CN